FC1(CC1)C1=NNC(=N1)C1CC2(CN(C2)C(=O)N2CC(C2)C23CC(C2)(C3)C=3SC(=NN3)CC(C)(C)C)C1 [6-[3-(1-fluorocyclopropyl)-1H-1,2,4-triazol-5-yl]-2-azaspiro[3.3]heptan-2-yl]-[3-[3-(5-neopentyl-1,3,4-thiadiazol-2-yl)-1-bicyclo[1.1.1]pentanyl]azetidin-1-yl]methanone